1,4-bis(carboxy-methyl)piperazine-2,3-dicarboxylic acid C(=O)(O)CN1C(C(N(CC1)CC(=O)O)C(=O)O)C(=O)O